3-((2S)-3-(8-(biphenyl-4-ylsulfonyl)-1-oxa-8-azaspiro[4.5]decan-3-ylamino)-2-hydroxypropoxy)-N-methylbenzenesulfonamide C1(=CC=C(C=C1)S(=O)(=O)N1CCC2(CC(CO2)NC[C@@H](COC=2C=C(C=CC2)S(=O)(=O)NC)O)CC1)C1=CC=CC=C1